N-({2-[4-Fluoro-2-(2H-1,2,3-triazol-2-yl)benzoyl]-4-methyl-2-azabicyclo[3.1.1]heptan-3-yl}methyl)-5-(trifluoromethyl)pyrazin-2-amin FC1=CC(=C(C(=O)N2C3CC(C(C2CNC2=NC=C(N=C2)C(F)(F)F)C)C3)C=C1)N1N=CC=N1